The molecule is a N-acyl-4-hydroxy-15-methylhexadecasphinganine in which the acyl group has 21 carbons and 0 double bonds and is 2-hydroxylated. It derives from a 15-methylhexadecaphytosphingosine. CCCCCCCCCCCCCCCCCCCC(C(=O)N[C@@H](CO)[C@@H]([C@@H](CCCCCCCCCCC(C)C)O)O)O